FC=1C=C(OC2=CC(=C(C=C2)C=2OC=NN2)[N+](=O)[O-])C=CC1F 2-(4-(3,4-Difluorophenoxy)-2-nitrophenyl)-1,3,4-oxadiazole